C(C1=CC=CC=C1)OC1=C(C(=C2C[C@@H](N(C2=C1)C(=O)OC(C)(C)C)CN(CCC(F)F)C(=O)OC(C)(C)C)F)N1S(NC(C1)=O)(=O)=O tert-butyl (2R)-6-(benzyloxy)-2-{[(tert-butoxycarbonyl)(3,3-difluoropropyl)amino]methyl}-4-fluoro-5-(1,1,4-trioxo-1λ6,2,5-thiadiazolidin-2-yl)-2,3-dihydro-1H-indole-1-carboxylate